(1s,3s)-3-((1-((benzyloxy)methyl)cyclopropyl)sulfonyl)cyclobutan-1-ol C(C1=CC=CC=C1)OCC1(CC1)S(=O)(=O)C1CC(C1)O